ethyl (4-aminophenoxy)methyl(methyl)phosphinate NC1=CC=C(OCP(OCC)(=O)C)C=C1